C(C)N(C(C1=C(C(=CC=C1)F)OC=1N=NC=CC1N1CC2(CN(C2)[C@H](C(C)C)CCCN(C)CCOC)CC1)=O)C(C)C (S)-N-ethyl-fluoro-N-isopropyl-2-((4-(2-(6-((2-methoxyethyl)(methyl)amino)-2-methylhexan-3-yl)-2,6-diazaspiro[3.4]octan-6-yl)pyridazin-3-yl)oxy)benzamide